methyl (S)-2-((2-(2-((4-cyano-2-fluorobenzyl)oxy)pyrimidin-4-yl)-2,6-dihydropyrrolo[3,4-c]pyrazol-5(4H)-yl)methyl)-1-(oxetan-2-ylmethyl)-1H-benzo[d]imidazole-6-carboxylate C(#N)C1=CC(=C(COC2=NC=CC(=N2)N2N=C3C(=C2)CN(C3)CC3=NC2=C(N3C[C@H]3OCC3)C=C(C=C2)C(=O)OC)C=C1)F